7-amino-8-bromoquinoline-6-carboxamide NC1=C(C=C2C=CC=NC2=C1Br)C(=O)N